tert-butyl-4-((4-(3-(2,6-dioxopiperidin-3-yl)-1-methyl-1H-indazol-6-yl)-3,3-difluoropiperidin-1-yl)methyl)piperidine-1-carboxylate C(C)(C)(C)OC(=O)N1CCC(CC1)CN1CC(C(CC1)C1=CC=C2C(=NN(C2=C1)C)C1C(NC(CC1)=O)=O)(F)F